FC=1C(=C(C=CC1F)[C@H]1[C@@H](O[C@]([C@H]1C)(C(F)(F)F)C)C1=CC(C(=C(N1)C)C(COCC(=O)[O-])C)=O)OC |o1:8,9,11,12| (2-(6-((2R*,3S*,4S*,5R*)-3-(3,4-difluoro-2-methoxyphenyl)-4,5-dimethyl-5-(trifluoromethyl)tetrahydrofuran-2-yl)-2-methyl-4-oxo-1,4-dihydropyridin-3-yl)propoxy)acetate